methyl N-methyl-N-((S)-1-(((R)-1-methylaziridin-2-yl)sulfonyl)pyrrolidine-3-carbonyl)-L-valinate CN([C@@H](C(C)C)C(=O)OC)C(=O)[C@@H]1CN(CC1)S(=O)(=O)C1[N@@](C1)C